tert-butyl (2-(1-fluoronaphthalen-2-yl)ethyl)carbamate FC1=C(C=CC2=CC=CC=C12)CCNC(OC(C)(C)C)=O